N1C[C@H](CCC1)NC=1C2=C(N=CN1)C(=CC(=N2)C2=CC=C(C=C2)C(CC)=O)C(=O)N 4-[(3S)-piperidin-3-ylamino]-6-(4-propionylphenyl)pyrido[3,2-d]pyrimidine-8-carboxamide